tert-butyl 4-(5-nitro-2-pyridinyl)-3,6-dihydro-2H-pyridine-1-carboxylate [N+](=O)([O-])C=1C=CC(=NC1)C=1CCN(CC1)C(=O)OC(C)(C)C